1-((2S,5R)-5-hydroxy-2-((6-((6-methoxy-2-methyl-1,2,3,4-tetrahydroisoquinolin-7-yl)amino)-1H-pyrazolo[3,4-d]pyrimidin-1-yl)methyl)piperidin-1-yl)ethan-1-one O[C@@H]1CC[C@H](N(C1)C(C)=O)CN1N=CC=2C1=NC(=NC2)NC2=C(C=C1CCN(CC1=C2)C)OC